COC(=O)[C@@H]1C[C@H](CCC1)OC=1C(=NC(=CC1)C=1N=NN(C1C=C)C)C (1S,3S)-3-((2-methyl-6-(1-methyl-5-vinyl-1H-1,2,3-triazol-4-yl)pyridin-3-yl)oxy)cyclohexane-1-carboxylic acid methyl ester